Cl.C[C@H]1CN(CCN1)C=1C=CC2=C(NC(=N2)C2=CC(=CN2)C(=O)C2=C(C=CC=C2)C(F)(F)F)C1 (S)-(5-(6-(3-methylpiperazin-1-yl)-1H-benzo[d]imidazol-2-yl)-1H-pyrrol-3-yl)(2-(trifluoromethyl)phenyl)methanone hydrochloride